3-(3-bromo-5-fluoro-4-methoxyphenyl)oxetane BrC=1C=C(C=C(C1OC)F)C1COC1